ethyl 4'-cyclopropyl-6'-methoxy-4-(2-methylhydrazino)-[2,5'-bipyrimidine]-5-carboxylate C1(CC1)C1=NC=NC(=C1C1=NC=C(C(=N1)NNC)C(=O)OCC)OC